C(C)OC1=C(C=C(C=C1)C1=NOC(=N1)C1CCN(CC1)C(=O)N1CCCCC1)OC (4-(3-(4-ethoxy-3-methoxyphenyl)-1,2,4-oxadiazol-5-yl)piperidin-1-yl)(piperidin-1-yl)methanone